Tert-butyl dodecane-8-carboxylate CCCCCCCC(CCCC)C(=O)OC(C)(C)C